C(C)OC(=O)N1C(CCC1)([C@@H]([C@H](C(=O)N[C@H](C(=O)OC)CC1=CC=CC=C1)C)OC)C(C)(C)C tert-butyl-2-((1R,2R)-1-methoxy-3-(((S)-1-methoxy-1-oxo-3-phenylpropan-2-yl)amino)-2-methyl-3-oxopropyl)pyrrolidine-1-carboxylic acid ethyl ester